C(C)OC(=O)C=1C(=NC(=NC1C)C=1C=NC(=CC1)OCCC(C)(C)C)N 4-amino-2-(6-(3,3-dimethylbutoxy)pyridin-3-yl)-6-methylpyrimidine-5-carboxylic acid ethyl ester